CC1(C(NCC1)=O)N1N=C(N=N1)C=1C(=NC=CC1)NC1=CC=C(C=C1)C(F)(F)F 3-methyl-3-[5-[2-[4-(trifluoromethyl)anilino]-3-pyridinyl]tetrazol-2-yl]pyrrolidin-2-one